2-((3aR,5s,6aS)-5-(4-fluorophenoxy)hexahydrocyclopenta[c]pyrrol-2(1H)-yl)-1-(5-hydroxypyridin-2-yl)ethanone FC1=CC=C(OC2C[C@@H]3[C@@H](CN(C3)CC(=O)C3=NC=C(C=C3)O)C2)C=C1